5-methyl-tetrahydrofolic acid CN1C=2C(NC(=NC2NCC1CNC1=CC=C(C(N[C@@H](CCC(=O)O)C(=O)O)=O)C=C1)N)=O